CN1N=NC2=C1C=CC(=C2C)/C=C/C(=O)OCC ethyl (E)-3-(1,4-dimethyl-1H-benzo[d][1,2,3]triazol-5-yl)acrylate